ClC=1N(C(N(C1C1=CC=C(C=C1)Cl)C[C@@H](C(F)(F)F)O)=O)CC1=NN(C(=N1)[C@H](C)O)C1=C(C(=CC=C1)F)F 4-chloro-5-(4-chlorophenyl)-3-((1-(2,3-difluorophenyl)-5-((S)-1-hydroxyethyl)-1H-1,2,4-triazol-3-yl)methyl)-1-((S)-3,3,3-trifluoro-2-hydroxypropyl)-1,3-dihydro-2H-imidazol-2-one